Cl.NC=1C=C(C(N)=N)C=CC1NC 3-amino-4-(methylamino)benzimidamide hydrochloride